ClC1=CC(=C2C(=CNC2=C1)C=O)F 6-CHLORO-4-FLUOROINDOLE-3-CARBOXALDEHYDE